3-hydroxy-anthranilic acid OC1=C(C(C(=O)O)=CC=C1)N